(((1-(2-cyclopropylbenzyl)piperidin-4-yl)methyl)amino)benzoic acid, trifluoroacetate salt FC(C(=O)O)(F)F.C1(CC1)C1=C(CN2CCC(CC2)CNC2=C(C(=O)O)C=CC=C2)C=CC=C1